CC/C=C\C/C=C\C/C=C\C/C=C\C/C=C\CCCC(=O)O 5Z,8Z,11Z,14Z,17Z-eicosapentaenoic acid